1-[(6-chloropyridin-3-yl)methyl]-4-oxo-3-phenyl-4H-pyrido[1,2-a]pyrimidin-1-ium-2-ol hydrochloride Cl.ClC1=CC=C(C=N1)C[N+]1=C2N(C(C(=C1O)C1=CC=CC=C1)=O)C=CC=C2